OCCC1=C(C=CC(=C1)N)N 2-(2-Hydroxyethyl)-p-phenylenediamine